C(C)(C)(C)OC(=O)N1[C@@]2([C@@H]([C@@H](C[C@]1(CC2)C)N)F)C (1S,2R,3R,5R)-3-amino-2-fluoro-1,5-dimethyl-8-azabicyclo[3.2.1]octane-8-carboxylic acid tert-butyl ester